5-[2-Benzyloxy-4-[(4-benzyloxy-5-methyl-pyrimidin-2-yl)amino]-6-fluoro-phenyl]-1,1-dioxo-1,2,5-thiadiazolidin-3-one C(C1=CC=CC=C1)OC1=C(C(=CC(=C1)NC1=NC=C(C(=N1)OCC1=CC=CC=C1)C)F)N1CC(NS1(=O)=O)=O